O=C1N(CC2=C(C=CC=C12)SCCCCCCCCCCCCN1CCCCC1)C1C(NC(CC1)=O)=O 3-(1-oxo-4-((12-(piperidin-1-yl)dodecyl)thio)isoindolin-2-yl)piperidine-2,6-dione